ClC1=C2C(N3C(=NC2=CC(=C1)Cl)C(C1=CC(=CC=C13)C(=O)NCCNS(N)(=O)=O)=O)=O 1,3-Dichloro-6,12-dioxo-N-(2-(sulfamoylamino)ethyl)-6,12-dihydroindolo[2,1-b]quinazoline-8-carboxamide